tetramethyl-hexane-1,6-diamine CC(C(N)(C)C)(CCCCN)C